[Ca].OCC(O)CO glycerol calcium salt